(S)-3-(5-(4-((1-(4-((3R,4S)-7-hydroxy-3-(p-tolyl)isochroman-4-yl)phenyl)piperidin-4-yl)methyl)piperazin-1-yl)-1-oxoisoindolin-2-yl)piperidine-2,6-dione OC1=CC=C2[C@@H]([C@@H](OCC2=C1)C1=CC=C(C=C1)C)C1=CC=C(C=C1)N1CCC(CC1)CN1CCN(CC1)C=1C=C2CN(C(C2=CC1)=O)[C@@H]1C(NC(CC1)=O)=O